1-Bromo-4-chloro-2-methyl-naphthalene BrC1=C(C=C(C2=CC=CC=C12)Cl)C